1,2,3-trimethyl-imidazolium methyl-sulfate COS(=O)(=O)[O-].CN1C(=[N+](C=C1)C)C